N-(5-(N-butylaminosulfonyl)-2,3-dihydro-1H-inden-2-yl)-N-(5-chloro-2-(2-methoxyethoxy)benzyl)benzofuran-2-carboxamide C(CCC)NS(=O)(=O)C=1C=C2CC(CC2=CC1)N(C(=O)C=1OC2=C(C1)C=CC=C2)CC2=C(C=CC(=C2)Cl)OCCOC